ClC=1C=NN2C1N=C(C(=C2)Cl)CC.[N] nitrogen 3,6-dichloro-5-ethylpyrazolo[1,5-a]pyrimidine